COC1=C(CNCCO)C=CC(=C1)OC 2-[(2,4-dimethoxybenzyl)amino]ethanol